C(C)(C)(C)[Si](C)(C)OC(CC=C)C1=C(C=CC=C1)F tert-butyl-[1-(2-fluorophenyl)but-3-enyloxy]-dimethyl-silane